F[P-](F)(F)(F)(F)F.CN(C)C(=[N+]1N=NC2=C1C=CC=C2)N(C)C 1-bis(dimethylamino)methylene-benzotriazolium hexafluorophosphate